NC1=CC=C(C=C1)C1CN(C1)C(=O)OCCCC butyl 3-(4-aminophenyl)azetidine-1-carboxylate